8-chloro-[1,2,4]triazolo[4,3-a]quinazolin-1(2H)-one ClC1=CC=C2C=NC=3N(C2=C1)C(NN3)=O